(1S,3S)-3-((6-(4-(aminomethyl)-3-methylisoxazol-5-yl)pyridin-3-yl)oxy)cyclohexanecarboxylic acid ethyl ester C(C)OC(=O)[C@@H]1C[C@H](CCC1)OC=1C=NC(=CC1)C1=C(C(=NO1)C)CN